(S)-2-amino-4-guanidinobutanoic acid N[C@H](C(=O)O)CCNC(=N)N